C(#N)C=1C(N(C2=CC=C(N=C2C1N1C[C@H](N(C[C@@H]1C)C(=O)OC(C)(C)C)C)C#N)C)=O tert-butyl (2R,5S)-4-(3,6-dicyano-1-methyl-2-oxo-1,2-dihydro-1,5-naphthyridin-4-yl)-2,5-dimethylpiperazine-1-carboxylate